4,7-dibromobenzo[c]benzene BrC1=CC=CC2=CC(=CC=C21)Br